3-{1H,4H,5H,6H,7H-[1,2,3]triazolo[4,5-c]pyridin-5-yl}propan-1-one N1N=NC=2CN(CCC21)CCC=O